2-((2S)-2-Isopropyl-5-methylcyclohexyl)-5-pentylbenzene-1,3-diol C(C)(C)[C@H]1C(CC(CC1)C)C1=C(C=C(C=C1O)CCCCC)O